O=CCC1=C(C=CC=C1)CCCC(=O)OC Methyl 4-(2-(2-oxoethyl)phenyl)butanoate